1-(4-{6-bromo-1-[5-(methylsulfonylmethyl)-1,3,4-thiadiazol-2-yl]indazol-4-yl}piperazin-1-yl)-2-methylpropan-1-one BrC1=CC(=C2C=NN(C2=C1)C=1SC(=NN1)CS(=O)(=O)C)N1CCN(CC1)C(C(C)C)=O